[N+](=O)([O-])C1=C(O)C=CC(=C1O)[N+](=O)[O-] 2,4-dinitroresorcinol